BrC=1C=C(C=CC1)NC(NC1=CC=CC=C1)=O 3-(3-bromophenyl)-1-phenylurea